2-(m-tolyloxy)isoindole-1,3-dione C1(=CC(=CC=C1)ON1C(C2=CC=CC=C2C1=O)=O)C